N-(2,6-dimethyl-4-(4-methyl-2-(trifluoromethyl)-6,7-dihydropyrazolo[1,5-a]pyrazin-5(4H)-yl)phenyl)-3,3-dimethylbutanamide CC1=C(C(=CC(=C1)N1C(C=2N(CC1)N=C(C2)C(F)(F)F)C)C)NC(CC(C)(C)C)=O